3',4'-difluoro-6-methoxy-[1,1'-biphenyl]-2-carbaldehyde FC=1C=C(C=CC1F)C=1C(=CC=CC1OC)C=O